3-methyl-4-(4'-cyano-phenyl)thiazol methyl-3-methoxypropionate CC(C(=O)O)COC.CN1CSC=C1C1=CC=C(C=C1)C#N